3,3'-dihydroxy-beta-carotene OC1CC(C)(C)C(=C(C1)C)\C=C\C(\C)=C\C=C\C(\C)=C\C=C\C=C(/C)\C=C\C=C(/C)\C=C\C1=C(C)CC(CC1(C)C)O